ethyl 2-(4-((4-(4-carbamoyl-1H-benzo[d]imidazol-2-yl)benzamido)methyl)piperidin-1-yl)pyrimidine-5-carboxylate C(N)(=O)C1=CC=CC=2NC(=NC21)C2=CC=C(C(=O)NCC1CCN(CC1)C1=NC=C(C=N1)C(=O)OCC)C=C2